FC1=C(C(=CC2=C1N=CS2)F)NC2=C1C(=NC=C2)SC(=C1)C1C(NCCCC1)C 4,6-Difluoro-N-(2-(2-methylazepan-3-yl)thieno[2,3-b]pyridin-4-yl)benzo[d]thiazol-5-amine